ClC=1C=2N(C=CC1)N=C(C2)C2N(CCC1=C2N=CN1)C=1OC(=NN1)C(C)(F)F 4-(4-chloropyrazolo[1,5-a]pyridin-2-yl)-1,4,6,7-tetrahydro-5H-imidazo[4,5-c]pyridin-5-yl-5-(1,1-difluoroethyl)-1,3,4-oxadiazole